4-{[6-(5-chloro-2-fluorophenyl)-3-methylpyridazin-4-yl]-amino}quinolin-7-yl 3-(pyrrolidin-1-yl)azetidine-1-carboxylate N1(CCCC1)C1CN(C1)C(=O)OC1=CC=C2C(=CC=NC2=C1)NC1=C(N=NC(=C1)C1=C(C=CC(=C1)Cl)F)C